CC1(CC(C1)O)O 1-methyl-cyclobutane-1,3-diol